FC1([C@](C(N(C1)C)=O)(C=1N=NN(C1)C1=NC(=CC=C1)C1=NC(=NC=C1)NC1=CC(=NC=C1)C)O)F (R)-4,4-Difluoro-3-hydroxy-1-methyl-3-(1-(6-(2-((2-methylpyridin-4-yl)amino)pyrimidin-4-yl)pyridin-2-yl)-1H-1,2,3-triazol-4-yl)pyrrolidin-2-one